O[C@@H]1[C@@]23[C@@H](C[C@H]4[C@@H]5CC[C@H]([C@@H]([C@H]6CC(=C(C(O6)=O)CO)C)C)[C@]5(CC[C@@H]4[C@]2(C(C=C1)=O)C)C)O3 (4β,5β,6β,22R)-4,27-Dihydroxy-5,6:22,26-diepoxyergosta-2,24-diene-1,26-dione